CSC=1N=C(C=2N=CN([C@H]3[C@H](O)[C@H](O)[C@@H](CO)O3)C2N1)NCCC(=C)C 2-methylsulfanyl-N6-isopentenyl-adenosine